3-benzoyl-1-((2r,3r,4s,5r)-3-(fluoromethyl)-4-hydroxy-5-(hydroxymethyl)tetrahydrofuran-2-yl)pyrimidine-2,4(1h,3h)-dione C(C1=CC=CC=C1)(=O)N1C(N(C=CC1=O)[C@@H]1O[C@@H]([C@H]([C@H]1CF)O)CO)=O